FC1=C(C(=C(C=C1OC)OC)F)C=1N=C(C2=C(N1)C=NC(=C2)N[C@H]2[C@H](COC2)NC(C=C)=O)N2CC(CC2)(C)OC N-((3R,4S)-4-((2-(2,6-difluoro-3,5-dimethoxyphenyl)-4-(3-methoxy-3-methyl-pyrrolidin-1-yl)pyrido[3,4-d]pyrimidin-6-yl)amino)tetrahydrofuran-3-yl)acrylamide